N-(6-(3-aminobenzoyl)benzo[d]thiazol-2-yl)furan-2-carboxamide NC=1C=C(C(=O)C2=CC3=C(N=C(S3)NC(=O)C=3OC=CC3)C=C2)C=CC1